(12R)-oleoyloxy-oleic acid C(CCCCCCC\C=C/CCCCCCCC)(=O)OC(C(=O)O)CCCCCC\C=C/CCCCCCCC